(1-ethyl-1H-pyrazol-4-yl)({1-[4-fluoro-2-(hydroxymethyl)phenyl]-3-(trifluoromethyl)-1H-pyrazol-5-yl})methanol C(C)N1N=CC(=C1)C(O)C1=CC(=NN1C1=C(C=C(C=C1)F)CO)C(F)(F)F